ClC1=CC=C(CCNC2=NC=C(C=N2)C(=O)NN)C=C1 2-((4-chlorophenethyl)amino)pyrimidine-5-carbohydrazide